BrC=1C=C(C=C(C1)C(=O)OC)C(=O)OC dimethyl 5-bromobenzene-1,3-dicarboxylate